[I-].NC(=O)C(=O)N oxamide iodide